1,3,4,6,7,8-hexahydro-4,6,6,7,8,8-hexamethyl-cyclopenta[g]benzopyran CC1CCOC2=C1C=C1C(=C2)C(C(C1(C)C)C)(C)C